ClC1=CC=C2C(CCNC2=N1)=O 7-chloro-2,3-dihydro-1,8-naphthyridin-4(1H)-one